(((1S,2R)-2-hydroxycyclopentyl)oxy)isobenzofuran-1(3H)-one O[C@H]1[C@H](CCC1)OC1OC(C2=CC=CC=C12)=O